FC=1C=CC(=C(C1)C(C)=O)N(C)CC1=CC=C(C=C1)OC 1-(5-fluoro-2-((4-methoxybenzyl)(methyl)amino)phenyl)ethanone